O1C2=C(OCCC1)C=C(C=C2)B(O)O 3,4-dihydro-2H-benzo[b][1,4]dioxepin-7-ylboronic acid